FC(C(=O)N1CCCCC1)(F)F 1-(2,2,2-trifluoroacetyl)piperidin